Cl.NC12CC(C1)(C2)CNC(OC(C)C)=O propan-2-yl N-({3-aminobicyclo[1.1.1]pentan-1-yl}methyl)carbamate hydrochloride